2-chloro-N-([2-methyl-8-[4-(trifluoromethyl)phenyl]pyrazolo[3,4-b]indol-5-yl]methyl)acetamide ClCC(=O)NCC=1C=C2C=3C(N(C2=CC1)C1=CC=C(C=C1)C(F)(F)F)=NN(C3)C